4-(6-(2-(3-(azepan-1-yl)prop-1-yn-1-yl)pyridin-4-yl)-2,6-diazaspiro[3.3]heptan-2-yl)-6-(2-(methoxymethoxy)phenyl)pyridazin-3-amine N1(CCCCCC1)CC#CC1=NC=CC(=C1)N1CC2(CN(C2)C2=C(N=NC(=C2)C2=C(C=CC=C2)OCOC)N)C1